OCC1COC2=C(O1)C=CC=C2 2-hydroxymethylbenzo[1,4]dioxane